ClC1=CC=2N(N=C1)C(=CN2)C2=CC=C(C#N)C=C2 4-{7-chloroimidazo[1,2-b]pyridazin-3-yl}benzonitrile